CC1C(=O)NCCCC1 α-methyl-6-caprolactam